C(C)(C)(C)OC(=O)NCCCOCCN(C1=CC(=C(C=C1)F)Cl)C=1C=CN=C2C=CC(=NC12)C(=O)OC methyl 8-[N-[2-[3-(tert-butoxycarbonylamino)propoxy]ethyl]-3-chloro-4-fluoro-anilino]-1,5-naphthyridine-2-carboxylate